methyl 5-chloro-1-((2-(4-fluoro-3-methoxyphenyl) pyrimidin-5-yl) methyl)-1H-indazole-7-carboxylate ClC=1C=C2C=NN(C2=C(C1)C(=O)OC)CC=1C=NC(=NC1)C1=CC(=C(C=C1)F)OC